2-([1,1'-biphenyl]-4-yl)-4-phenyldibenzo[b,d]thiophene C1(=CC=C(C=C1)C1=CC2=C(SC3=C2C=CC=C3)C(=C1)C1=CC=CC=C1)C1=CC=CC=C1